3-(5-(4-methyl-1-phenyl-1H-imidazol-2-yl)-1-oxoisoindolin-2-yl)piperidine-2,6-dione CC=1N=C(N(C1)C1=CC=CC=C1)C=1C=C2CN(C(C2=CC1)=O)C1C(NC(CC1)=O)=O